COC1=CC=CC2=C(C=C(C=C12)OC)OC 1,5,7-trimethoxynaphthalene